1-(3-(4-(1,2-dihydroxyethyl)-1-(4-(trifluoromethoxy)phenyl)-1H-pyrazolo[3,4-b]pyridin-3-yl)azetidin-1-yl)but-2-yn-1-one OC(CO)C1=C2C(=NC=C1)N(N=C2C2CN(C2)C(C#CC)=O)C2=CC=C(C=C2)OC(F)(F)F